[C-]#N.C(CCCCCCCC)[NH+]1C=C(C=C1)CCCC 1-Nonyl-3-butylpyrrolium cyanid